COC(=O)C=1C(=CC(=C2C1CCO2)C2=CC=C(C=C2)OC(F)(F)F)N 5-amino-7-(4-(trifluoromethoxy)phenyl)-2,3-dihydrobenzofuran-4-carboxylic acid methyl ester